BrC1=CC(=C2C(=N1)C(=NN2C)C)Br 5,7-dibromo-1,3-dimethyl-1H-pyrazolo[4,3-b]pyridine